N-(4-((1-ethyl-2-oxo-2,3-dihydro-1H-imidazo[4,5-b]pyridin-7-yl)oxy)-3-fluorophenyl)-1-phenyl-5-(trifluoromethyl)-1H-pyrazole-4-carboxamide C(C)N1C(NC2=NC=CC(=C21)OC2=C(C=C(C=C2)NC(=O)C=2C=NN(C2C(F)(F)F)C2=CC=CC=C2)F)=O